NC1=NC(=CC(=N1)N1CCC2(C[C@H](NC2)C(=O)O)CC1)O[C@@H](C(F)(F)F)C1=C(C=C(C=C1)Cl)C1=CC(=CC=C1)CC (S)-8-(2-amino-6-((R)-1-(5-chloro-3'-ethyl-[1,1'-biphenyl]-2-yl)-2,2,2-trifluoroethoxy)pyrimidin-4-yl)-2,8-diazaspiro[4.5]decane-3-carboxylic acid